BrC=1C2=C(C=3C(=NC(=NC3C1F)C)N1[C@H]3CN([C@@H](C1)C3)C(=O)OC(C)(C)C)COC2 tert-Butyl (1R,4R)-5-(6-bromo-5-fluoro-3-methyl-7,9-dihydrofuro[3,4-f]quinazolin-1-yl)-2,5-diazabicyclo[2.2.1]heptane-2-carboxylate